tert-butyl 4-(6-(trifluoromethyl)pyrazin-2-yl)benzoate FC(C1=CN=CC(=N1)C1=CC=C(C(=O)OC(C)(C)C)C=C1)(F)F